CC1=C(C(=CC=C1)C)C1=NC(=NC(=C1)OC[C@@H](CC1(CC1)C(F)(F)F)NC1CC2(CC2)C1)NS(=O)(=O)C=1C=C(C(=O)O)C=CC1 3-[[4-(2,6-dimethylphenyl)-6-[(2R)-2-(spiro[2.3]hexan-5-ylamino)-3-[1-(trifluoromethyl)cyclopropyl]propoxy]pyrimidin-2-yl]sulfamoyl]benzoic acid